FC(OC1=CC=C(C=C1)N(C1CCN(CC1)C1=NC=C(C#N)C=C1)C=1C=NC=CC1OC)F 6-(4-((4-(Difluoromethoxy)phenyl)(4-methoxypyridin-3-yl)amino)piperidin-1-yl)nicotinonitrile